FC(C1(CC1)C(=O)NC1=NC=CC=C1C(=O)N)(F)F 2-[[1-(trifluoromethyl)cyclopropanecarbonyl]amino]pyridine-3-carboxamide